(S)-N-((2-(6-((cis)-2,6-dimethylmorpholino)pyridin-2-yl)-1,6-naphthyridin-7-yl)methyl)-4-methylthiochromane-7-carboxamide 1,1-dioxide C[C@@H]1O[C@@H](CN(C1)C1=CC=CC(=N1)C1=NC2=CC(=NC=C2C=C1)CNC(=O)C1=CC=C2[C@H](CCS(C2=C1)(=O)=O)C)C